3-(bis(2-methoxyethyl)carbamoyl)-5-chloro-2-methoxybenzoic acid COCCN(C(=O)C=1C(=C(C(=O)O)C=C(C1)Cl)OC)CCOC